5-amino-2,4-dimethoxypyrimidine NC=1C(=NC(=NC1)OC)OC